Pyrazolo[1,5-a]Pyridine-6-carbonitrile N1=CC=C2N1C=C(C=C2)C#N